4-(3,4-dichlorophenyl)-5,6-dimethyl-2-oxo-1,2-dihydropyridine-3-carboxylic acid ClC=1C=C(C=CC1Cl)C1=C(C(NC(=C1C)C)=O)C(=O)O